(trans)-4-(dibenzylamino)-1-methylcyclohexan-1-ol C(C1=CC=CC=C1)N(C1CCC(CC1)(O)C)CC1=CC=CC=C1